ClC1=C(C=CC(=C1)Cl)CN1C(CCC1=O)CC(=O)NC1C(C(CCC1)C)C 2-[1-[(2,4-dichlorophenyl)methyl]-5-oxopyrrolidin-2-yl]-N-(2,3-dimethylcyclohexyl)acetamid